4-((1-(3-chlorobenzyl)-5-(4-fluorophenyl)-1H-indole-7-carboxamido)methyl)benzoic acid ClC=1C=C(CN2C=CC3=CC(=CC(=C23)C(=O)NCC2=CC=C(C(=O)O)C=C2)C2=CC=C(C=C2)F)C=CC1